ClC=1C=C(C=CC1)[C@@H](C)OC1=C(NC(=C1)C(=O)NCC)C(=O)NC |r| Racemic-3-(1-(3-chlorophenyl)ethoxy)-N5-ethyl-N2-methyl-1H-pyrrole-2,5-dicarboxamide